1-(4-((2,3-dihydrobenzo[b][1,4]dioxin-6-yl)(4-methoxyphenyl)methyl)piperazine-1-carbonyl)-1H-benzo[d][1,2,3]triazole-6-carbonitrile O1C2=C(OCC1)C=C(C=C2)C(N2CCN(CC2)C(=O)N2N=NC1=C2C=C(C=C1)C#N)C1=CC=C(C=C1)OC